C(C)(C)(C)OC(=O)N1CCC(CC1)C=1C=C2C=CN(C2=CC1)[C@H]1C(NC(CC1)=O)=O 4-[1-[(3R)-2,6-dioxo-3-piperidyl]indol-5-yl]piperidine-1-carboxylic acid tert-butyl ester